ClC1=C(C=CC=C1)N1C=2N(C3=C(C1=O)C=NC(=N3)NC3=CC(=C(C(=C3)F)N3CCNCC3)F)C=CN2 6-(2-chlorophenyl)-2-{[3,5-difluoro-4-(piperazin-1-yl)phenyl]amino}imidazo[1,2-a]pyrimido[5,4-e]pyrimidin-5(6H)-one